C(C)O[Si](CCC)(OCC)OCC Triethoxy(propyl)silan